5-(4-bromophenoxy)-3-chloro-2-fluorobenzaldehyde BrC1=CC=C(OC=2C=C(C(=C(C=O)C2)F)Cl)C=C1